COC(C1=NC=C(C=C1O)O)=O 3,5-dihydroxypicolinic acid methyl ester